Benzyl (3R)-4,4,4-trifluoro-3-methyl-2-(1-methyl-1H-indol-6-yl)butanoate FC([C@@H](C(C(=O)OCC1=CC=CC=C1)C1=CC=C2C=CN(C2=C1)C)C)(F)F